C(C)(C)[Si](C#C/C=C/C(=O)OCC)(C(C)C)C(C)C ethyl (E)-5-(triisopropylsilyl)pent-2-en-4-ynoate